N-((3,5-diisopropyl-1-methyl-1H-pyrazol-4-yl)carbamoyl)-6-methoxy-6,7-dihydro-5H-pyrazolo[5,1-b][1,3]oxazine-3-sulfonamide C(C)(C)C1=NN(C(=C1NC(=O)NS(=O)(=O)C=1C=NN2C1OCC(C2)OC)C(C)C)C